C1(=CC(=CC(=C1)OC(=O)OCCCSCCN(C([O-])=O)CC1(CC(CC(C1)N=C=O)(C)C)C)OC(=O)OCCCSCCN(C([O-])=O)CC1(CC(CC(C1)N=C=O)(C)C)C)OC(=O)OCCCSCCN(C([O-])=O)CC1(CC(CC(C1)N=C=O)(C)C)C (((((benzene-1,3,5-triyltris(oxy))tris(carbonyl))tris(oxy))tris(propane-3,1-diyl))tris(sulfanediyl))tris(ethane-2,1-diyl)tris(((5-isocyanato-1,3,3-trimethylcyclohexyl)-methyl)carbamate)